(S)-N-((S)-1-(3-([1,1'-biphenyl]-4-ylmethyl)-1,2,4-oxadiazol-5-yl)-2-(1H-imidazol-4-yl)ethyl)-2-amino-3-(4-hydroxy-2,6-dimethylphenyl)propanamide C1(=CC=C(C=C1)CC1=NOC(=N1)[C@H](CC=1N=CNC1)NC([C@H](CC1=C(C=C(C=C1C)O)C)N)=O)C1=CC=CC=C1